N-(3,5-dimethyl-4-(4-methylpiperazin-1-yl)-2-nitrophenyl)-2,2,2-Trifluoroacetamide CC=1C(=C(C=C(C1N1CCN(CC1)C)C)NC(C(F)(F)F)=O)[N+](=O)[O-]